N-cyclopentyl-1,1-bis(3-(tripropylsilyl)phenyl)phosphanamine C1(CCCC1)NP(C1=CC(=CC=C1)[Si](CCC)(CCC)CCC)C1=CC(=CC=C1)[Si](CCC)(CCC)CCC